5-(Piperidin-4-yl)-2-(trifluoromethyl)pyridine N1CCC(CC1)C=1C=CC(=NC1)C(F)(F)F